1,3-di-tert-butylimidazole tetrafluoroborate F[B-](F)(F)F.C(C)(C)(C)N1CN(C=C1)C(C)(C)C